C(#N)C1=CC(=C(COC2=CC=CC(=N2)C=2C=C3CCC(C3=CC2)C2=NC3=C(N2CCOC)C=C(C=C3)C(=O)O)C=C1)F 2-(5-(6-((4-cyano-2-fluorobenzyl)oxy)pyridin-2-yl)-2,3-dihydro-1H-inden-1-yl)-1-(2-methoxyethyl)-1H-benzo[d]imidazole-6-carboxylic Acid